C1(CC1)C1=NN(C=C1C1=NC2=CC=CC=C2N=C1)CCCCNC1=C2C(N(C(C2=CC=C1)=O)C1C(NC(CC1)=O)=O)=O ((4-(3-cyclopropyl-4-(quinoxalin-2-yl)-1H-pyrazol-1-yl)butyl)amino)-2-(2,6-dioxopiperidin-3-yl)isoindoline-1,3-dione